C(C)(C)(C)C1N(CC1N1C(CCC1)C1=C(C=CC=C1)C1CC1)C1CNC1 tert-butyl-3-(2-(2-cyclopropylphenyl)pyrrolidin-1-yl)-[1,3'-biazetidine]